1-PROPYL-1H-PYRAZOL-4-YLBORONIC ACID C(CC)N1N=CC(=C1)B(O)O